Tert-butyl (3R,4S)-3-methyl-4-((5-(trifluoromethyl)-4-(trimethylstannyl)pyrimidin-2-yl)amino)piperidine-1-carboxylate C[C@@H]1CN(CC[C@@H]1NC1=NC=C(C(=N1)[Sn](C)(C)C)C(F)(F)F)C(=O)OC(C)(C)C